C(C)(C)(C)CCCCC1=CC=C(C=C1)[C@H]1NCCCC1C |r| rac-(2s,4S)-2-((3R,4R)-4-(4-(tert-butyl)Butyl)phenyl)-3-methylpiperidin